CN(S(=O)C(C)(C)C)C(C)C1=NC=CN=C1C=1OCC(N(N1)C)=O N,2-dimethyl-N-[1-[3-(4-methyl-5-oxo-1,3,4-oxadiazin-2-yl)pyrazin-2-yl]ethyl]propane-2-sulfinamide